2-amino-6-methyl-4H,5H,6H,7H,8H-pyrazolo[1,5-d][1,4]diazepin-7-one NC1=NN2CC(N(CCC2=C1)C)=O